ClC=1N=NC=C(C1[C@@H](C)OC=1C=C2C(=NNC2=CC1)C=1C=NC(=CC1)N1CC2(C1)CN(C2)S(=O)(=O)C)Cl (R)-5-(1-(3,5-dichloropyridazin-4-yl)ethoxy)-3-(6-(6-(methylsulfonyl)-2,6-diazaspiro[3.3]heptan-2-yl)pyridin-3-yl)-1H-indazole